ClC1=CC=C2C(=C(C(N(C2=C1)C1=CC=CC=C1)=O)NC(CCOC)=O)NC N-(7-chloro-4-(methylamino)-2-oxo-1-phenyl-1,2-dihydro-quinolin-3-yl)-3-methoxypropionamide